C(C)(C)(C)OC(=O)N1C(CCCC1)OC1=NC(=CC=C1)COC1=C(C=C(C=C1)Cl)Cl ((6-((2,4-dichlorophenoxy)methyl)pyridin-2-yl)oxy)piperidine-1-carboxylic acid tert-butyl ester